1-carboxy-2-hydroxy-4-(trimethoxysilyl)benzene C(=O)(O)C1=C(C=C(C=C1)[Si](OC)(OC)OC)O